C(CCCCCCC\C=C/C\C=C/CCCCC)(=O)OC(C(=O)OC(CCCCCCCC)CCCCCCCCC)(CCCCCCCCC)COC(CCC(CCCCCCCC)OC(NCCN1CCCC1)=O)=O 1-(octadecan-9-yloxy)-l-1-oxo-2-(((4-(((2-(pyrrolidin-1-yl)ethyl)carbamoyl)oxy)dodecanoyl)oxy)methyl)undecyl (9Z,12Z)-octadeca-9,12-dienoate